C(C)(=O)N1CCC(CC1)C=1N=CN2C1N(C(C1=CC(=CC(=C21)C(C)Br)C)=O)C([2H])([2H])[2H] 3-(1-acetylpiperidin-4-yl)-9-(1-bromoethyl)-7-methyl-4-(methyl-d3)imidazo[1,5-a]quinazolin-5(4H)-one